FC=1C=C(C=CC1O)CN1CCN(CC1)C1=C(C(N(C=2C=CC(=NC12)C#N)C)=O)C#N 8-{4-[(3-fluoro-4-hydroxyphenyl)methyl]piperazin-1-yl}-5-methyl-6-oxo-5,6-dihydro-1,5-naphthyridine-2,7-dicarbonitrile